O=C1NC(CCC1N1C(N(C2=C1C=CC(=C2)C#CCOCCOC2CCN(CC2)C(=O)OC(C)(C)C)C)=O)=O Tert-butyl 4-[2-[3-[1-(2,6-dioxo-3-piperidyl)-3-methyl-2-oxo-benzimidazol-5-yl]prop-2-ynoxy]ethoxy]piperidine-1-carboxylate